Br.P(=O)(O)(O)O hydrogen phosphate, hydrobromide